N1CCC2(CC1)C(C1=CC=CC=C1C2)N 1,3-dihydrospiro[inden-2,4'-piperidin]-1-amine